sodium isopropoxide cesium carbonate C([O-])(O)=O.[Cs+].CC([O-])C.[Na+]